1-(4-methylphenoxy)pentadeca-6,12-diene-4,8-diyne-3,10-diol CC1=CC=C(OCCC(C#CC=CC#CC(CC=CCC)O)O)C=C1